C(C)(C)(C)OC(=O)N1[C@H](C[C@@H](C1)F)C=1C(=NC=C(C1)F)OCCCCNC1=C(C=NC2=CC=C(C=C12)Br)[N+](=O)[O-] (2R,4S)-2-(2-(4-(6-bromo-3-nitroquinolin-4-ylamino)butoxy)-5-fluoropyridin-3-yl)-4-fluoropyrrolidine-1-carboxylic acid tert-butyl ester